C(C1=CC=CC=C1)N(C(=O)[C@H]1N(CCC1)S(=O)(=O)C1=CC=C(C)C=C1)C1CCC(CC1)(C)C (S)-1-(Toluene-4-sulfonyl)-pyrrolidine-2-carboxylic acid benzyl-(4,4-dimethyl-cyclohexyl)-amide